NC1=NC2=CC(=CN=C2C(=C1)N[C@@](CO)(CCCC)C)C=1C=NC(=NC1)CN1CCCC1 (R)-2-((2-amino-7-(2-(pyrrolidin-1-ylmethyl)pyrimidin-5-yl)-1,5-naphthyridin-4-yl)amino)-2-methylhexan-1-ol